ClC=1C=C(C=CC1)[C@@H](CO)NC(=O)C=1N=CN(C1)C1=NC(=NC=C1C)NC1CCOC2=CC=CC=C12 N-((S)-1-(3-chlorophenyl)-2-hydroxyethyl)-1-(2-(chroman-4-ylamino)-5-methylpyrimidin-4-yl)-1H-imidazole-4-carboxamide